C(C1=CC=CC=C1)O[C@]1(C2=NN=C(C3=C(C=C(C(NC(CCC=CC1)C1CC1)=N3)C(F)(F)F)[N+](=O)[O-])O2)C(F)(F)F (6R)-6-benzyloxy-12-cyclopropyl-17-nitro-6,15-bis(trifluoromethyl)-19-oxa-3,4,13,18-tetraazatricyclo[12.3.1.12,5]nonadeca-1(17),2,4,8,14(18),15-hexa-ene